(1R,3r)-3-((R)-3-(1-(4-(((R)-1-(2,4-dichlorophenyl)ethyl)amino)-5-nitropyridin-2-yl)azetidin-3-yl)piperidin-1-yl)-1-methylcyclobutane-1-carboxylic acid ClC1=C(C=CC(=C1)Cl)[C@@H](C)NC1=CC(=NC=C1[N+](=O)[O-])N1CC(C1)[C@@H]1CN(CCC1)C1CC(C1)(C(=O)O)C